2-(3-bromo-4-methoxybenzyl)-4,6-dihydropyrrolo[3,4-c]pyrazole-5(2H)-carboxylic acid tert-butyl ester C(C)(C)(C)OC(=O)N1CC2=NN(C=C2C1)CC1=CC(=C(C=C1)OC)Br